(2,6-dimethylbenzenesulfinyl)-4-methylaniline CC1=C(C(=CC=C1)C)S(=O)NC1=CC=C(C=C1)C